2-[2'-hydroxy-3'-tert-butyl-5'-(methacryloxyethyl)phenyl]-2H-benzotriazole OC1=C(C=C(C=C1C(C)(C)C)CCOC(C(=C)C)=O)N1N=C2C(=N1)C=CC=C2